4-{5-[(1Z)-1-(2-imino-4-oxo-1,3-thiazolidin-5-ylidene)ethyl]-2-furyl}benzenesulfonamide N=C1S\C(\C(N1)=O)=C(\C)/C1=CC=C(O1)C1=CC=C(C=C1)S(=O)(=O)N